1-(3-bromo-2-chlorophenyl)-2,5-dimethyl-6-oxo-1,6-dihydropyrimidin-4-yl-4-methylbenzene-1-sulfonic acid BrC=1C(=C(C=CC1)N1C(=NC(=C(C1=O)C)C1=C(C=CC(=C1)C)S(=O)(=O)O)C)Cl